3-acetyl-1-(2-((2-((3-chloro-2-fluorophenylmethyl)amino)-2-oxoethyl)(isopropyl)amino)-2-oxoethyl)-1H-indazole-5-carboxylic acid C(C)(=O)C1=NN(C2=CC=C(C=C12)C(=O)O)CC(=O)N(C(C)C)CC(=O)NCC1=C(C(=CC=C1)Cl)F